di(hexyldecanol) adipate C(CCCCC(=O)O)(=O)O.C(CCCCC)C(CCCCCCCCC)O.C(CCCCC)C(CCCCCCCCC)O